2-hydroxy-4-(methylthio)butanoic acid OC(C(=O)O)CCSC